methyl 4,6-diamino-2-[1-(2-fluorobenzyl)-1H-pyrazolo[3,4-b]pyridin-3-yl]-5-pyrimidinyl(methyl)carbamate NC1=NC(=NC(=C1N(C(OC)=O)C)N)C1=NN(C2=NC=CC=C21)CC2=C(C=CC=C2)F